[1-(2-Bromophenyl)-5-(1-methyl-1H-indazol-6-yl)-1H-pyrazol-3-yl]methanol BrC1=C(C=CC=C1)N1N=C(C=C1C1=CC=C2C=NN(C2=C1)C)CO